tert-butyl 1-(trans-5-(3-(pyrimidin-5-yl) phenoxy) octahydrocyclopenta[c]pyrrole-2-carbonyl)-1H-pyrazole-3-carboxylate N1=CN=CC(=C1)C=1C=C(OC2CC3C(CN(C3)C(=O)N3N=C(C=C3)C(=O)OC(C)(C)C)C2)C=CC1